3-amino-benzoic acid ethyl ester C(C)OC(C1=CC(=CC=C1)N)=O